C(=C)[Sn](C=C)(O)O divinyltin hydroxide